5-bromo-2-chloro-N-(2-fluoro-5-nitrophenyl)pyrimidin-4-amine BrC=1C(=NC(=NC1)Cl)NC1=C(C=CC(=C1)[N+](=O)[O-])F